(1-(1-(4-fluorophenyl)-6-methyl-1H-indazol-5-yl)-3-azabicyclo[3.1.0]hexan-6-yl)methanol FC1=CC=C(C=C1)N1N=CC2=CC(=C(C=C12)C)C12CNCC2C1CO